N-(2-(azepan-4-yl)thieno[2,3-b]pyridin-4-yl)benzo[d]thiazol-5-amine N1CCC(CCC1)C1=CC=2C(=NC=CC2NC=2C=CC3=C(N=CS3)C2)S1